COC([C@H](COC[C@@H]1N(CCC1)C(=O)OC(C)(C)C)NCC(F)(F)F)=O tert-butyl (2R)-2-[[(2S)-3-methoxy-3-oxo-2-[(2,2,2-trifluoroethyl)amino]propoxy]methyl]pyrrolidine-1-carboxylate